BrC=1C=C(C=CC1)C1=NC2=C(N1C1=CC=CC=3C(C4=CC=CC=C4C13)(C)C)C=CC=C2 2-(3-bromophenyl)-1-(9,9-dimethyl-9H-fluoren-4-yl)-1H-benzimidazole